O=C(CC=1C=C(C=CC1)S(=O)(=O)N1CCC(CC1)NC(OC(C)(C)C)=O)C tert-butyl (1-((3-(2-oxopropyl)phenyl)sulfonyl)piperidin-4-yl)carbamate